2-(6-(4-(thiophen-2-yl)benzoyl)-2,6-diazaspiro[3.4]octane-2-yl)pyrimidine-5-carboxylic acid ethyl ester C(C)OC(=O)C=1C=NC(=NC1)N1CC2(C1)CN(CC2)C(C2=CC=C(C=C2)C=2SC=CC2)=O